BrC1=[N+](C=CC=C1)CC 2-Bromo-1-ethyl-pyridinium